5-(Allyloxy)-2-((diethoxyphosphoryl)methyl)-5-oxopentanoic acid C(C=C)OC(CCC(C(=O)O)CP(=O)(OCC)OCC)=O